FC1=CC=C2N=CC=3N(C2=C1)C=CC3 8-fluoropyrrolo[1,2-a]quinoxaline